2,6-dichlorobenzylamine ClC1=C(CN)C(=CC=C1)Cl